COC(=O)C1=C(C(=O)O)C=C(C=C1)C(=O)OC 2,5-bis(methoxyformyl)benzoic acid